3-[[2-[4-[3-[1-(5-chloropyrimidin-2-yl)-4-piperidinyl]propoxy]-2-fluoro-phenyl]acetyl]amino]-N-[2-hydroxy-1-(hydroxymethyl)ethyl]acrylamide ClC=1C=NC(=NC1)N1CCC(CC1)CCCOC1=CC(=C(C=C1)CC(=O)NC=CC(=O)NC(CO)CO)F